(R)-5-chloro-6-(2,6-difluoro-4-((6-(methylamino)spiro[3.3]hept-2-yl)oxy)phenyl)-N-(3-methylbutan-2-yl)-[1,2,4]triazolo[1,5-a]pyrimidin-7-amine ClC1=NC=2N(C(=C1C1=C(C=C(C=C1F)OC1CC3(C1)CC(C3)NC)F)N[C@H](C)C(C)C)N=CN2